N-(3-(1,1-difluoroethyl)phenyl)-1-(4-methoxy-3-(4-(4-methoxybenzyl)-5-methyl-4H-1,2,4-triazol-3-yl)phenyl)-3-methyl-5-oxo-4,5-dihydro-1H-pyrazole-4-carboxamide FC(C)(F)C=1C=C(C=CC1)NC(=O)C1C(=NN(C1=O)C1=CC(=C(C=C1)OC)C1=NN=C(N1CC1=CC=C(C=C1)OC)C)C